2-(1H-pyrazol-4-yl)-N-(3-(pyridin-2-yl)-1H-pyrazol-4-yl)thiazole-4-carboxamide N1N=CC(=C1)C=1SC=C(N1)C(=O)NC=1C(=NNC1)C1=NC=CC=C1